4'-((2-(tert-butyl)-1H-imidazol-1-yl)methyl)-5-isobutyl-[1,1'-biphenyl]-2-sulfonamide C(C)(C)(C)C=1N(C=CN1)CC1=CC=C(C=C1)C=1C(=CC=C(C1)CC(C)C)S(=O)(=O)N